FC1=CC=C(CNC(=O)NC=2C=NC3=CC=CC=C3C2)C=C1 1-(4-fluorobenzyl)-3-quinolin-3-ylurea